C[C@H]1CC(C[C@H](C1)C)C(=O)ON1C(C2=CC=CC=C2C1=O)=O 1,3-dioxoisoindolin-2-yl (1s,3R,5S)-3,5-dimethylcyclohexane-1-carboxylate